ClC1=CC=C(C=C1)C1=C(C=C(C=C1)C=O)C(C1CCN(CC1)C1=CC=C(C(=O)OCC)C=C1)O Ethyl 4-(4-((4'-chloro-4-formyl-[1,1'-biphenyl]-2-yl)(hydroxy)methyl)piperidin-1-yl)benzoate